P(=O)(O)(O)O.C(C=1C(O)=CC=CC1)(=O)OC1=CC=CC=C1 phenyl salicylate phosphate